N-{[5-chloro-6-(5-isopropenyl-2-pyrazinyl)-2-indolyl]methyl}acetamide ClC=1C=C2C=C(NC2=CC1C1=NC=C(N=C1)C(=C)C)CNC(C)=O